NC1=C(C=CC(=C1F)NCC1=CC=C(C=C1)C(F)(F)F)NC(CCCC[C@H](C(CC)F)F)=O (6R)-N-(2-Amino-3-fluoro-4-((4-(trifluoromethyl)benzyl)amino)phenyl)-6,7-difluorononanamid